FC1=CC2=C(C(=NO2)C)C=C1N1CCNCC1 6-fluoro-3-methyl-5-piperazin-1-yl-1,2-benzoxazole